Br.[Br-].NCCCN1C=[N+](C=C1)C1=NC=CC=C1 1-(3-aminopropyl)-3-(pyridin-2-yl)-1H-imidazol-3-ium bromide hydrobromide